(S)-2-((8-(1-cyclopropyl-1H-pyrazol-4-yl)-6-(4-(difluoromethyl)phenyl)-[1,2,4]triazolo[4,3-a]pyrazin-3-yl)amino)propan-1-ol C1(CC1)N1N=CC(=C1)C=1C=2N(C=C(N1)C1=CC=C(C=C1)C(F)F)C(=NN2)N[C@H](CO)C